NC1=NC(=CC(=N1)NC1=CC=C(C=C1)OC)NC 2-amino-4-(4-methoxyanilino)-6-methylaminopyrimidine